4-[4-(4-bromo-3-fluorobenzoyl)piperazin-1-yl]Benzamide tert-butyl-(2-(4-amino-2-chlorophenethoxy)ethyl)(methyl)carbamate C(C)(C)(C)OC(N(C)CCOCCC1=C(C=C(C=C1)N)Cl)=O.BrC1=C(C=C(C(=O)N2CCN(CC2)C2=CC=C(C(=O)N)C=C2)C=C1)F